2-Benzoylamino-2-(3-methoxyphenyl)-3-(4-trifluoromethylphenyl)-glutaric acid C(C1=CC=CC=C1)(=O)NC(C(=O)O)(C(CC(=O)O)C1=CC=C(C=C1)C(F)(F)F)C1=CC(=CC=C1)OC